4-(2-Amino-2-methylpropanoyl)-N-(1-(4-(((cis)-4-amino-3-ethylpiperidin-1-yl)methyl)phenyl)-2-oxo-1,2-dihydropyrimidin-4-yl)piperazine-1-carboxamide hydrochloride salt Cl.NC(C(=O)N1CCN(CC1)C(=O)NC1=NC(N(C=C1)C1=CC=C(C=C1)CN1C[C@H]([C@H](CC1)N)CC)=O)(C)C